4,4-bis(butoxycarbonyl)cyclopentane C(CCC)OC(=O)C1(CCCC1)C(=O)OCCCC